ethyl-tributoxysilicon C(C)[Si](OCCCC)(OCCCC)OCCCC